NC1CC2(C1)CC=C(CC2)C2=C(C1=C(N=CN=C1N)N2C)C2=CC=C(C=C2)OC2=NC=CC=N2 6-(2-aminospiro[3.5]non-6-en-7-yl)-7-methyl-5-(4-(pyrimidin-2-yloxy)phenyl)-7H-pyrrolo[2,3-d]pyrimidin-4-amine